CC(=CC(CC#C)O)CCC=C(C)C 6,10-dimethylundec-5,9-diene-1-yn-4-ol